C(N)(OCC=CC(NC1=C(C=C(C2=C1C=C(O2)C)C(N)=O)[N+](=O)[O-])C(C)(C)C)=O tert-butyl-(4-((7-carbamoyl-2-methyl-5-nitrobenzofuran-4-yl) amino) but-2-en-1-yl) carbamate